(4-chloro-2-fluorophenyl)boric acid ClC1=CC(=C(C=C1)OB(O)O)F